[Cu](F)Cl copper (II) chloride fluoride